OC1=CC=C(C=C1)/C=C/C(=O)OC[C@H]1O[C@H]([C@@H]([C@H]([C@@H]1O)O)O)OC1=C(OC2=CC(=CC(=C2C1=O)O)O)C1=CC(=C(C=C1)O)O [(2R,3S,4S,5R,6S)-6-{[2-(3,4-dihydroxyphenyl)-5,7-dihydroxy-4-oxo-4H-chromen-3-yl]oxy}-3,4,5-trihydroxyoxan-2-yl]methyl (2E)-3-(4-hydroxyphenyl)prop-2-enoate